C(C)(C)(C)N1C(=NC2=C1C(=C(C=C2F)C#N)F)NC(CC(C(F)(F)F)(C)C)=O N-(1-(tert-butyl)-6-cyano-4,7-difluoro-1H-benzo[d]imidazol-2-yl)-4,4,4-trifluoro-3,3-dimethylbutanamide